ethyl 5-bromo-7-(2-fluoroethoxy)benzofuran-3-carboxylate BrC=1C=C(C2=C(C(=CO2)C(=O)OCC)C1)OCCF